2-(2,4-Difluorophenyl)-4,4-dioxo-6,7-dihydro-5H-pyrazolo[5,1-b][1,3]thiazine-3-carboxylic acid FC1=C(C=CC(=C1)F)C1=NN2C(S(CCC2)(=O)=O)=C1C(=O)O